FC=1[C@]2(C3=CC=CC=C3C1C)CC(CCC2)=O (S)-2'-fluoro-3'-methylspiro[cyclohexane-1,1'-inden]-3-one